(2R)-2-[3-(3-{1-[4-amino-3-(difluoromethyl)-1H-pyrazolo[3,4-d]pyrimidin-1-yl]ethyl}-5-cyano-2-methoxy-6-methylphenyl)azetidin-1-yl]-N-methylpropanamide NC1=C2C(=NC=N1)N(N=C2C(F)F)C(C)C=2C(=C(C(=C(C2)C#N)C)C2CN(C2)[C@@H](C(=O)NC)C)OC